phenanthro[1,2-c]furan-8-yl (4-nitrophenyl) carbonate C(OC1=CC=2C=3C=CC=4C(=COC4)C3C=CC2C=C1)(OC1=CC=C(C=C1)[N+](=O)[O-])=O